Methyl-(3R,4S)-4-((2-(benzyloxy)-2-oxoethyl)(methoxycarbonyl)amino)tetrahydrofuran CC1OC[C@H](C1)N(C(=O)OC)CC(=O)OCC1=CC=CC=C1